C12(CC3CC(CC(C1)C3)C2)NCC=2C=CC(=NC2)CNC2=C3C(N(C(C3=CC=C2)=O)C2C(NC(CC2)=O)=O)=O 4-(((5-((adamantan-1-ylamino)methyl)pyridin-2-yl)methyl)amino)-2-(2,6-dioxopiperidin-3-yl)isoindoline-1,3-dione